CC1=CC2=C(C3=CC=CC=C3C(=C2C=C1)OCC(C)C)OCC(C)C 2-methyl-9,10-bis(isobutoxy)anthracene